(E)-4-(3-(3-nitrophenoxy)-3-oxoprop-1-en-1-yl)-1,2-phenylene diacetate (E)-4-(3-(3-nitrophenoxy)-3-oxoprop-1-en-1-yl)-1,2-phenylenediacetate [N+](=O)([O-])C=1C=C(OC(/C=C/C2=CC(=C(C=C2)CC(=O)O)CC(=O)O)=O)C=CC1.C(C)(=O)OC1=C(C=C(C=C1)\C=C\C(=O)OC1=CC(=CC=C1)[N+](=O)[O-])OC(C)=O